O=C1N(C2=C(N1C(=O)OC(C)(C)C)C=CC=C2)C=2C=NC(=CC2)C(F)(F)F tert-butyl 2-oxo-3-(6-(trifluoromethyl) pyridin-3-yl)-2,3-dihydro-1H-benzo[d]imidazole-1-carboxylate